(R)-2-((R)-5-fluoroisochroman-1-yl)azetidine FC1=C2CCO[C@H](C2=CC=C1)[C@@H]1NCC1